6-(Azetidin-1-yl)-N-(2-tert-butoxy-6-propoxybenzene-1-sulfonyl)-4-fluoro-1-benzofuran-2-carboxamide N1(CCC1)C1=CC2=C(C=C(O2)C(=O)NS(=O)(=O)C2=C(C=CC=C2OCCC)OC(C)(C)C)C(=C1)F